2-pyridyl-5-methyl-pyrazole-3-carbonitrile N1=C(C=CC=C1)C=1C(=NNC1C)C#N